4-((2'-(5-Methoxyisoindolin-2-yl)-[2,4'-bipyrimidin]-4-yl)ethynyl)-N-methylbenzamide COC=1C=C2CN(CC2=CC1)C1=NC=CC(=N1)C1=NC=CC(=N1)C#CC1=CC=C(C(=O)NC)C=C1